NCC1=C(C=C(C=C1)C1=NN=CC2=CC(=C(C=C12)OC)OC)C(F)(F)F 4-(aminomethyl)-3-(trifluoromethyl)phenyl-6,7-dimethoxyphthalazin